8-((8-(heptadec-9-yloxy)-8-oxooctyl)(3-(3-methyltetrahydrofuran-3-carboxamido)propyl)amino)octanoic acid 3-butylheptyl ester C(CCC)C(CCOC(CCCCCCCN(CCCNC(=O)C1(COCC1)C)CCCCCCCC(=O)OC(CCCCCCCC)CCCCCCCC)=O)CCCC